(S)-4-(2-trifluoromethylphenoxy)-6-azaspiro[2.5]octane-6-carboxylic acid tert-butyl ester C(C)(C)(C)OC(=O)N1C[C@H](C2(CC2)CC1)OC1=C(C=CC=C1)C(F)(F)F